Cl.FC=1C=C(C=C(C1)F)NN 3,5-difluorophenyl-hydrazine hydrochloride